5-allyl-2-hydroxy-3-methoxybenzaldehyde O-(4-(trifluoromethyl)benzyl) oxime FC(C1=CC=C(CON=CC2=C(C(=CC(=C2)CC=C)OC)O)C=C1)(F)F